2,6,8-decatriene CC=CCCC=CC=CC